((8-((2-(but-3-en-1-yloxy)-4-((tert-butoxycarbonyl) (methyl) amino)-6-fluorophenyl) amino) quinazolin-2-yl) amino)-8-vinyl-3,4-dihydroisoquinoline-2(1H)-carboxylate C(CC=C)OC1=C(C(=CC(=C1)N(C)C(=O)OC(C)(C)C)F)NC=1C=CC=C2C=NC(=NC12)NC1N(CCC2=CC=CC(=C12)C=C)C(=O)[O-]